2,2'-(but-2-ene-1,4-diyl)bis(cyclopentan-1-one) C(C=CCC1C(CCC1)=O)C1C(CCC1)=O